methyl 6-cyclobutoxy-2-(1-(methoxymethyl)-2-oxabicyclo[2.1.1]hexan-4-yl)-2H-indazole-5-carboxylate C1(CCC1)OC=1C(=CC2=CN(N=C2C1)C12COC(C1)(C2)COC)C(=O)OC